NC1=C2C(=NC=N1)N(N=C2C=2C=NC=C(C2)O)[C@@H](C)C=2OC(C1=CC=CC=C1C2C2=CC(=CC=C2)CN2CCN(CC2)C)=O (S)-3-(1-(4-amino-3-(5-hydroxypyridin-3-yl)-1H-pyrazolo[3,4-d]pyrimidin-1-yl)ethyl)-4-(3-((4-methylpiperazin-1-yl)methyl)phenyl)-1H-isochromen-1-one